FC(S(=O)C=1C(=NNC1)C#N)(F)F 4-((trifluoromethyl)sulfinyl)-1H-pyrazole-3-carbonitrile